rac-(1r,2r,4s,5r,6s)-N-(4-chloro-3-(trifluoromethyl)phenyl)-6-hydroxy-4-(2-methoxypyridin-4-yl)-8-oxatricyclo[3.2.1.02,4]octane-2-carboxamide ClC1=C(C=C(C=C1)NC(=O)[C@]12[C@H]3C[C@@H]([C@@H]([C@@]2(C1)C1=CC(=NC=C1)OC)O3)O)C(F)(F)F |r|